3,4-dihydroxybenzyl-amine hydrobromide Br.OC=1C=C(CN)C=CC1O